2-({4-[4-(4-acryloylpiperazin-1-yl)tetrahydro-2H-pyran-4-yl]benzyl}amino)-8-(propan-2-yl)pyrido[2,3-d]pyrimidin-7(8H)-one C(C=C)(=O)N1CCN(CC1)C1(CCOCC1)C1=CC=C(CNC=2N=CC3=C(N2)N(C(C=C3)=O)C(C)C)C=C1